[Cl-].BrC=1C=C(C=CC1)N1C=[N+]2C(C=3NC4=CC=CC=C4C3C=C2)=C1C1=CC=C(C=C1)Br 2-(3-Bromophenyl)-1-(4-bromophenyl)-2,11-dihydroimidazo[1',5':1,2]pyrido[3,4-b]indol-4-ium chloride